(S)-N-(2-(1-(chloromethyl)-5-hydroxy-8-methoxy-2,3-dihydro-1H-benzo[e]indole-3-carbonyl)benzo[b]selenophen-5-yl)-3-morpholinopropionamide ClC[C@@H]1CN(C=2C=C(C3=C(C12)C=C(C=C3)OC)O)C(=O)C3=CC1=C([Se]3)C=CC(=C1)NC(CCN1CCOCC1)=O